O=CCC(=O)NOC1OCCCC1 3-oxo-N-((tetrahydro-2H-pyran-2-yl)oxy)propionamide